(6-((5-chloro-2-((1-methyl-1H-indazol-6-yl)amino)pyrimidin-4-yl)amino)-2,3-dimethylphenyl)dimethylphosphine ClC=1C(=NC(=NC1)NC1=CC=C2C=NN(C2=C1)C)NC1=CC=C(C(=C1P(C)C)C)C